CC(C)(C1=CC=C(C=C1)OC1=NC(=NC2=CC=CC=C12)C1=CC=C(C=C1)N(CC)CC)C1=CC=C(C=C1)OC1=NC(=NC2=CC=CC=C12)C1=CC=C(C=C1)N(CC)CC 4,4'-[1-methylethylidene]bis(4,1-phenyleneoxy-4,2-quinazolinediyl)bis(N,N-diethylbenzenamine)